NCC(O)(C1CC1)C1=NC(=CC(=C1)C(C)(C)NC(OCC1=CC=CC=C1)=O)C1=CC=C(C=C1)F benzyl (2-(2-(2-amino-1-cyclopropyl-1-hydroxyethyl)-6-(4-fluorophenyl)pyridin-4-yl)propan-2-yl)carbamate